FCS(=O)(=O)N[C@@H]1[C@@H](C=2C(N(C=NC2CC1)C(C)C)=O)CC=1C(=C(C=CC1)C1=CC(=CC(=C1)F)F)F 1-fluoro-N-{(5R,6S)-4-oxo-3-(propan-2-yl)-5-[(2,3',5'-trifluoro[1,1'-biphenyl]-3-yl)methyl]-3,4,5,6,7,8-hexahydroquinazolin-6-yl}methanesulfonamide